O=C1NC(CCC1N1C(C2=CC(=C(C=C2C1=O)F)N1CCC(CC1)CN1CCC2(CC1)CCN(CC2)C2=C(C=C(C(=C2)OC)[N+](=O)[O-])C)=O)=O 2-(2,6-dioxopiperidin-3-yl)-5-fluoro-6-(4-((9-(5-methoxy-2-methyl-4-nitrophenyl)-3,9-diazaspiro[5.5]undec-3-yl)methyl)piperidin-1-yl)isoindoline-1,3-dione